CC1=C(C(=O)C2=NC3=C(N=C(NC3=O)[O-])N(C2=C1)C[C@@H]([C@@H]([C@@H](COP(=O)([O-])OP(=O)([O-])OC[C@@H]4[C@H]([C@H]([C@@H](O4)N5C=NC6=C(N=CN=C65)N)O)O)O)O)O)C The molecule is the trianion arising from deprotonation of the diphosphate hydroxy groups and the imide nitrogen of 6-hydroxy-FAD. It has a role as a cofactor. It is a conjugate base of a 6-hydroxy-FAD.